7-Methoxy-1-methyl-4-[4-methyl-4-(5-methyl-1,3-benzooxazol-2-yl)piperidin-1-yl]-2-oxo-1,2-dihydro-quinoline-3-carbonitrile COC1=CC=C2C(=C(C(N(C2=C1)C)=O)C#N)N1CCC(CC1)(C=1OC2=C(N1)C=C(C=C2)C)C